4-(3-chloro-2-fluoro-6-methoxyphenyl)-N-(5-((4-chlorophenoxy)methyl)-1,3,4-thiadiazol-2-yl)-6-methylnicotinamide ClC=1C(=C(C(=CC1)OC)C1=CC(=NC=C1C(=O)NC=1SC(=NN1)COC1=CC=C(C=C1)Cl)C)F